C12CN(CC(CC1)N2)C2=NC=NC=1N(C(CN(C21)CCO)=O)CC2=C(C=C(C=C2)OC)OC 4-(3,8-diazabicyclo[3.2.1]octane-3-yl)-8-(2,4-dimethoxybenzyl)-5-(2-hydroxyethyl)-5,8-dihydropteridine-7(6H)-one